(R)-N-(2-methyl-4-(N-(1-(1-methylpiperidin-4-yl)ethyl)sulfamoyl)phenyl)-2,3-dihydro-1H-indene-4-carboxamide CC1=C(C=CC(=C1)S(N[C@H](C)C1CCN(CC1)C)(=O)=O)NC(=O)C=1C=2CCCC2C=CC1